tert-butyl 3-(methylamino)-7,8-dihydro-1,6-naphthyridine-6(5H)-carboxylate CNC=1C=NC=2CCN(CC2C1)C(=O)OC(C)(C)C